FC1(CCN(CC1)C=1C=NC=CC1)CN1C2=NC(=NC=C2NC1=O)C1=C(C=CC=C1)C(C)C 9-((4-fluoro-1-(pyridin-3-yl)piperidin-4-yl)methyl)-2-(2-isopropylphenyl)-7,9-dihydro-8H-purin-8-one